isopropyl-6-methoxy-N-methyl-5-nitropyridine-2-carboxamide C(C)(C)C=1C(=NC(=C(C1)[N+](=O)[O-])OC)C(=O)NC